tert-Butyl (1R,4R,5S)-5-((7-bromo-8-fluoro-3-iodo-6-methyl-2-(methylthio)quinolin-4-yl)(tert-butoxycarbonyl)amino)-2-azabicyclo[2.1.1]hexane-2-carboxylate BrC1=C(C=C2C(=C(C(=NC2=C1F)SC)I)N([C@H]1[C@H]2CN([C@@H]1C2)C(=O)OC(C)(C)C)C(=O)OC(C)(C)C)C